2-pyridineethanol mesylate S(C)(=O)(=O)OCCC1=NC=CC=C1